FC1=CC=C(C=C1)C1=CC(=NS1)C(=O)O 5-(4-fluorophenyl)isothiazole-3-carboxylic acid